FC1=C(C(=CC=C1)F)[C@H]1N(CCC1)C1=C(C(=NC=C1)C(=O)N[C@H](C)\C=C\S(=O)(=O)C)F ((S)-2-(2,6-Difluorophenyl)pyrrolidin-1-yl)-3-fluoro-N-((R,E)-4-(methylsulfonyl)but-3-en-2-yl)picolinamide